C(C)OC(CC1CC2(CN(C2)C(=O)OC(C)(C)C)C1)=O 2-Tert-butyl 6-(2-ethoxy-2-oxo-ethyl)-2-azaspiro[3.3]heptane-2-carboxylate